4,4-dimethoxy-2-methyl-2-butanol COC(CC(C)(O)C)OC